Nickel cobalt chromium molybdenum [Mo].[Cr].[Co].[Ni]